N-[5-[5-methyl-3-[[(2R)-4,6,6-trimethylmorpholin-2-yl]methoxy]isoxazol-4-yl]pyrazolo[1,5-a]pyridin-2-yl]cyclopropanecarboxamide CC1=C(C(=NO1)OC[C@H]1CN(CC(O1)(C)C)C)C1=CC=2N(C=C1)N=C(C2)NC(=O)C2CC2